6'-((4-(((S)-2-hydroxy-1-phenylethyl)amino)-5-(1,3,4-oxadiazol-2-yl)pyridin-2-yl)amino)-3'-methylspiro[cyclopropane-1,4'-isochroman]-1'-one OC[C@H](C1=CC=CC=C1)NC1=CC(=NC=C1C=1OC=NN1)NC=1C=C2C3(C(OC(C2=CC1)=O)C)CC3